FC1=C(C(=CC=C1C#CC=1C=NC=NC1)O)N1CC(NS1(=O)=O)=O 5-(2-fluoro-6-hydroxy-3-(pyrimidin-5-ylethynyl)phenyl)-1,2,5-thiadiazolidin-3-one 1,1-dioxide